NCC#CC1=C(C(=O)OC)C=CC(=C1)N1CCC2(CN(C2)C(C[C@H]2C=3N(C4=C(C(=N2)C2=CC=C(C=C2)Cl)C(=C(S4)C)C)C(=NN3)C)=O)CC1 methyl (S)-2-(3-aminoprop-1-yn-1-yl)-4-(2-(2-(4-(4-chlorophenyl)-2,3,9-trimethyl-6H-thieno[3,2-f][1,2,4]triazolo[4,3-a][1,4]diazepin-6-yl)acetyl)-2,7-diazaspiro[3.5]nonan-7-yl)benzoate